Methyl 5-(1-(2,4-difluorophenyl) cyclopropylcarbamoyl)-1-(2,2-dimethoxyethyl)-3-methoxy-4-oxo-1,4-dihydropyridine-2-carboxylate FC1=C(C=CC(=C1)F)C1(CC1)NC(=O)C=1C(C(=C(N(C1)CC(OC)OC)C(=O)OC)OC)=O